(S)-2-chloro-3-iodo-2-methylpropanenitrile Cl[C@@](C#N)(CI)C